7-amino-3-trifluoromethylcoumarin NC1=CC=C2C=C(C(OC2=C1)=O)C(F)(F)F